[F].O1COCCC1 1,3-dioxane fluorine